1-fluoroethylsulfonamide FC(C)S(=O)(=O)N